4-methyl-5-phenyl-1H-pyrazole-3-carboxylic acid ethyl ester C(C)OC(=O)C1=NNC(=C1C)C1=CC=CC=C1